benzyl-4-(4-chlorophenyl)-1,2,3,4-tetrahydroquinoxaline C(C1=CC=CC=C1)N1CCN(C2=CC=CC=C12)C1=CC=C(C=C1)Cl